methyl-4-nonadecenyl-N-octadecylanilinium chloride [Cl-].C[NH+](C1=CC=C(C=C1)C=CCCCCCCCCCCCCCCCCC)CCCCCCCCCCCCCCCCCC